FC1=C2CN(C(C2=CC=C1CN1CCN(CC1)C1=CC=C(C=C1)[C@H]1[C@H](COC2=CC(=CC=C12)O)C1=CC=CC=C1)=O)C1C(NC(CC1)=O)=O 3-(4-fluoro-5-((4-(4-((3S,4R)-7-hydroxy-3-phenylchroman-4-yl)phenyl)piperazin-1-yl)methyl)-1-oxoisoindolin-2-yl)piperidine-2,6-dione